2-(6-bromo-3-chloroisoquinolin-1-yl)propanedinitrile BrC=1C=C2C=C(N=C(C2=CC1)C(C#N)C#N)Cl